(1S,4s)-4-(2-(((R)-2-(5-Fluoropyridin-3-yl)-2-hydroxyethyl)amino)-2-methylpropyl)cyclohexan-1-ol hydrochloride Cl.FC=1C=C(C=NC1)[C@H](CNC(CC1CCC(CC1)O)(C)C)O